O[C@H]1CC(C2(CN(C2)C(=O)OCC2=CC=CC=C2)C1)=O (R)-benzyl 7-hydroxy-5-oxo-2-azaspiro[3.4]octane-2-carboxylate